ethyl 3-((S)-3-methyl-1-(2-phenylacetamido)butyl)-4,5-dihydroisoxazole-5-carboxylate CC(C[C@H](NC(CC1=CC=CC=C1)=O)C1=NOC(C1)C(=O)OCC)C